ClCCCOC=1C=C(C#N)C=CC1OCCCCl 3,4-bis(3-chloropropoxy)benzonitrile